tert-butyl 4-(6-(2,7-dimethyl-2H-indazol-5-yl)-4-oxo-3,4-dihydroquinazolin-2-yl)piperazine-1-carboxylate CN1N=C2C(=CC(=CC2=C1)C=1C=C2C(NC(=NC2=CC1)N1CCN(CC1)C(=O)OC(C)(C)C)=O)C